5-(1H-imidazol-1-yl)-1H-pyrrolo[2,3-c]pyridine-7-carboxylic acid N1(C=NC=C1)C=1C=C2C(=C(N1)C(=O)O)NC=C2